ethyl 2-azabicyclo[2.2.1]hept-5-ene-3-carboxylate C12NC(C(C=C1)C2)C(=O)OCC